3-(2-(dimethylamino)ethyl)-1H-indol-4-yl tetradecanoate C(CCCCCCCCCCCCC)(=O)OC1=C2C(=CNC2=CC=C1)CCN(C)C